N-[(1S)-2-[[6-(3,5-dimethyl-1H-pyrazol-4-yl)-3-pyridyl]amino]-1-((1r,4S)-4-methylcyclohexyl)-2-oxo-ethyl]-2-isopropyl-pyrazole-3-carboxamide CC1=NNC(=C1C1=CC=C(C=N1)NC([C@H](C1CCC(CC1)C)NC(=O)C=1N(N=CC1)C(C)C)=O)C